((1s,3s)-3-fluorocyclobutyl)carbamic acid tert-butyl ester C(C)(C)(C)OC(NC1CC(C1)F)=O